N-(2,3-dihydro-3,3-dimethyl-1H-indol-6-yl)-2-[(4-pyridylmethyl)amino]3-Pyridinecarboxamide CC1(CNC2=CC(=CC=C12)NC(=O)C=1C(=NC=CC1)NCC1=CC=NC=C1)C